piperonylate C(C1=CC=2OCOC2C=C1)(=O)[O-]